CN1N=CC(=C1C)NC1=NC=C(C(=N1)N1C=C(C2=CC(=CC=C12)N)C)F 1-[2-[(1,5-Dimethylpyrazol-4-yl)amino]-5-fluoro-pyrimidin-4-yl]-3-methyl-indol-5-amine